4-{[7-Cyclobutyl-6-(3,8-diazabicyclo[3.2.1]octan-3-yl)-2-{[(2S,4S)-4-fluoro-1-methylpyrrolidin-2-yl]methoxy}-7H-purin-8-yl]oxy}-5-ethynyl-6-fluoronaphthalen-2-ol C1(CCC1)N1C(=NC2=NC(=NC(=C12)N1CC2CCC(C1)N2)OC[C@H]2N(C[C@H](C2)F)C)OC2=CC(=CC1=CC=C(C(=C21)C#C)F)O